[Si](C)(C)(C(C)(C)C)OCC1=CC=C(C=C1)N1C(=NC=2C1=NC(=CC2)C=C)C=2C(=NC=CC2)N 3-(3-(4-(((tert-butyldimethylsilyl)oxy)methyl)phenyl)-5-vinyl-3H-imidazo[4,5-b]pyridin-2-yl)pyridin-2-amine